(2,5-dioxopyrrolidin-1-yl) 2',4,7,7'-tetrachloro-3',6'-dihydroxy-1-oxospiro[2-benzofuran-3,9'-xanthene]-5-carboxylate ClC1=CC=2C3(C4=CC(=C(C=C4OC2C=C1O)O)Cl)OC(C1=C3C(=C(C=C1Cl)C(=O)ON1C(CCC1=O)=O)Cl)=O